[Si](C1=CC=CC=C1)(C1=CC=CC=C1)(C(C)(C)C)OCCCCCCCCCCCCC(=O)O 13-((tert-butyldiphenylsilyl)oxy)tridecanoic acid